(2-(4-(2,6-difluorophenyl)piperidin-1-yl)phenyl)methanol FC1=C(C(=CC=C1)F)C1CCN(CC1)C1=C(C=CC=C1)CO